FC1=CC=C(C=C1)CC=1C=C2C(=NC1CO)C(CN2)(C)C (6-[(4-Fluorophenyl)methyl]-3,3-dimethyl-2,3-dihydro-1H-pyrrolo[3,2-b]pyridine-5-yl)methanol